7-Fluoro-2,3-dihydrobenzo[b][1,4]dioxine-6-carbonitrile FC=1C(=CC2=C(OCCO2)C1)C#N